2-benzamido-4-[2-(oxetan-3-yl)ethyl-[4-(5,6,7,8-tetrahydro-1,8-naphthyridin-2-yl)butyl]amino]butanoic acid C(C1=CC=CC=C1)(=O)NC(C(=O)O)CCN(CCCCC1=NC=2NCCCC2C=C1)CCC1COC1